COC=1C=C(C=CC1)C1(OC2=C(C1)C=CC=C2)C[Se]C2=CC=CC=C2 2-(3-methoxyphenyl)-2-((phenylseleno)methyl)-2,3-dihydrobenzofuran